ClC=1C=C(C=C(C1)F)N1C=C(C=2C(C(C(CC12)F)F)O)S(=O)(=O)C 1-(3-chloro-5-fluorophenyl)-5,6-difluoro-3-(methylsulfonyl)-4,5,6,7-tetrahydro-1H-indol-4-ol